ClC1=NC2=C(C=CC=C2C=N1)C1CC1 2-chloro-8-cyclopropyl-quinazoline